8-(6-(4-methylpiperazin-1-yl)pyridin-3-yl)-1-(tetrahydro-2H-pyran-4-yl)-[1,2,4]triazolo[4,3-a]quinoxaline CN1CCN(CC1)C1=CC=C(C=N1)C1=CC=C2N=CC=3N(C2=C1)C(=NN3)C3CCOCC3